4-{4-[2-(1-carbamoyl-3-methoxycarbonyl-propyl)-1-oxo-2,3-dihydro-1H-isoindol-4-yloxymethyl]-benzyl}-piperidine-1-carboxylic acid tert-butyl ester C(C)(C)(C)OC(=O)N1CCC(CC1)CC1=CC=C(C=C1)COC1=C2CN(C(C2=CC=C1)=O)C(CCC(=O)OC)C(N)=O